NC1CCCCC1 1-aminocyclohexane